C(C)C=1C(=CC=C2C=C(C=C(C12)C1=C(C=2N=C(N=C(C2C=N1)N1CCOC[C@H](C1)O)OC[C@]12CCCN2C[C@@H](C1)F)F)O)F (S)-4-(7-(8-Ethyl-7-fluoro-3-hydroxynaphthalen-1-yl)-8-fluoro-2-(((2R,7aS)-2-fluorotetrahydro-1H-pyrrolizin-7a(5H)-yl)methoxy)pyrido[4,3-d]pyrimidin-4-yl)-1,4-oxazepan-6-ol